7-chloro-N-[3-fluoro-5-(2-fluoroethoxy)pyridin-2-yl]-6-(difluoromethyl)-1H-indole-3-sulfonamide ClC=1C(=CC=C2C(=CNC12)S(=O)(=O)NC1=NC=C(C=C1F)OCCF)C(F)F